tert-butyl (4aR,7aS)-3,4,4a,5,7,7a-hexahydro-2H-pyrrolo[3,4-b][1,4]oxazine-6-carboxylate O1[C@@H]2[C@H](NCC1)CN(C2)C(=O)OC(C)(C)C